O1CCN(CC1)CC1=CC=C(C=C1)N1C=NC(=C1)NC=1N=CC(=NC1)C#N 5-((1-(4-(Morpholinomethyl)phenyl)-1H-imidazol-4-yl)amino)pyrazine-2-carbonitrile